7-fluoro-1-methyl-2-(4-(methylsulfonyl)phenyl)-5-(piperidin-4-yl)-1H-benzo[d]imidazole hydrochloride Cl.FC1=CC(=CC2=C1N(C(=N2)C2=CC=C(C=C2)S(=O)(=O)C)C)C2CCNCC2